methyl-(butyl)amine CNCCCC